NC=1NC(C=C(N1)C(F)(F)F)=O 2-amino-4-(trifluoromethyl)-1H-pyrimidin-6-one